Cl.C1(=CC(=CC=C1)CNCCCNCCCNCCCCCC)C=1C(=CC=CC1)C1=CC(=CC=C1)CNCCCNCCCNCCCCCC N1,N1'-([1,1':2',1''-terphenyl]-3,3''-diylbis(methylene))bis(N3-(3-(hexylamino)propyl)propane-1,3-diamine), hydrochloride salt